(S)-cyanoethoxydiisopropylaminophosphino-(S)-2-(4-aminobutyl)-1,3-propanediol C(#N)CCO[C@]([C@H](CO)CCCCN)(O)PN(C(C)C)C(C)C